1-(benzenesulfonyl)-6-(trifluoromethyl)-1H-indole-5-carbaldehyde C1(=CC=CC=C1)S(=O)(=O)N1C=CC2=CC(=C(C=C12)C(F)(F)F)C=O